C(=C)(C)C=1C=C(C=CC1)O 3-isopropenylphenol